FC1(CCC(CC1)N(C(OC(C)(C)C)=O)CCOCC=O)F tert-Butyl (4,4-difluorocyclohexyl)(2-(2-oxoethoxy)ethyl)carbamate